FC=1C=C(C=C2C=CC=NC12)C(=O)N 8-fluoroquinoline-6-carboxamide